2-Azidoethyl 2-acetamido-6-O-sulfo-2-deoxy-β-D-glucopyranoside C(C)(=O)N[C@H]1[C@H](OCCN=[N+]=[N-])O[C@@H]([C@H]([C@@H]1O)O)COS(=O)(=O)O